(2R,6S)-4-[4-(dibenzylamino)cyclohexyl]-2,6-dimethylpiperazine-1-carboxylic acid tert-butyl ester C(C)(C)(C)OC(=O)N1[C@@H](CN(C[C@@H]1C)C1CCC(CC1)N(CC1=CC=CC=C1)CC1=CC=CC=C1)C